C(C)OC(=O)OC(=O)OCC.C(=C)[Si](C(C(O)(C)CC)=O)(C(C(O)(C)CC)=O)C(C(O)(C)CC)=O vinyltris(ethyllactyl)silane diethyl-oxydiformate